6-chloro-8-fluoro-7-(2-fluoro-6-methoxyphenyl)-4-((S)-2-methyl-4-(2,3,5,6-tetrafluoro-4-(methylsulfanyl)phenyl)piperazin-1-yl)quinoline ClC=1C=C2C(=CC=NC2=C(C1C1=C(C=CC=C1OC)F)F)N1[C@H](CN(CC1)C1=C(C(=C(C(=C1F)F)SC)F)F)C